C(#N)N=C(NCCCCCCC1CN(CC1)C(=O)C=1SC=CC1)NC1=C(C=NC=C1)F 2-cyano-1-(6-(1-(2-thienylformyl)pyrrolidine-3-yl)hexyl)-3-(3-fluoro-4-pyridinyl)guanidine